C1=CC=C2NC=C3C2=C1C1=CC(CNC1C3)C(=O)N 4,6,6a,7,8,9-hexahydroindolo[4,3-fg]quinoline-9-carboxamide